C(C)(C)(C)OC(=O)N1CCC(CC1)C 4-methylpiperidine-1-carboxylic acid tert-butyl ester